5-(3-(Methylamino)-2,3-dihydrobenzofuran-6-yl)picolinic acid CNC1COC2=C1C=CC(=C2)C=2C=CC(=NC2)C(=O)O